2,3-dihydro-4H-pyrido[3,2-b][1,4]oxazine-4-carboxamide O1C2=C(N(CC1)C(=O)N)N=CC=C2